OCC=1C=C2C=CC(=CC2=CC1)\C=C\1/N=C(OC1=O)\C=C\C1=CC=C(C=C1)N(C)C (Z)-4-(6-hydroxymethyl-2-naphthylmethylene)-2-((E)-4-(dimethylamino)styryl)oxazol-5(4H)-one